C(#C)C=1C=NN(C1)CC1COCCC1 4-ethynyl-1-(tetrahydropyran-3-ylmethyl)pyrazole